CC1(OCCO1)CC(=O)OCC ethyl 2-(2-methyl-1,3-dioxolan-2-yl)acetate